ClC1=C(C=C2C=C(N=CC2=C1)NC(=O)[C@@H]1[C@H](C1)C(C)(C)F)C1CCN(CC1)[C@@]1(COC[C@@H]1O)C (1S,2S)-N-(7-chloro-6-(1-((3R,4R)-4-hydroxy-3-methyltetrahydrofuran-3-yl)piperidin-4-yl)isoquinolin-3-yl)-2-(2-fluoropropan-2-yl)cyclopropane-1-carboxamide